6-cyano-2-(2-((6,6-dimethyl-2,4-dioxo-3-azabicyclo[3.1.0]hexan-3-yl)methyl)thieno[3,2-b]pyridin-7-yl)-4-methylnicotinic acid C(#N)C1=NC(=C(C(=O)O)C(=C1)C)C1=C2C(=NC=C1)C=C(S2)CN2C(C1C(C1C2=O)(C)C)=O